C(C)C(C(=O)[O-])CCCC.C(C)C(C(=O)[O-])CCCC.[Sr+2].C(C)(C)N1N=C(C=C1)C(F)(F)F 1-isopropyl-3-(trifluoromethyl)pyrazole strontium bis(2-ethylhexanoate)